ethyl 7-ethyl-6-oxo-5,6,7,8-tetrahydro-1,5-naphthyridine-3-carboxylate C(C)C1C(NC=2C=C(C=NC2C1)C(=O)OCC)=O